N-(5-((tert-butyldimethylsilyl)oxy)-1-cyclohexyl-2-METHYLPENTYL)-4-methylbenzenesulfonamide [Si](C)(C)(C(C)(C)C)OCCCC(C(C1CCCCC1)NS(=O)(=O)C1=CC=C(C=C1)C)C